1-(7-(4-chloro-2-(4-(4-isopropylpiperazin-1-yl)phenyl)-1H-pyrrolo[2,3-b]pyridin-3-yl)-3,4-dihydroquinolin-1(2H)-yl)prop-2-en-1-one ClC1=C2C(=NC=C1)NC(=C2C2=CC=C1CCCN(C1=C2)C(C=C)=O)C2=CC=C(C=C2)N2CCN(CC2)C(C)C